DIHYDROXYBENZAMIDE OC=1C(=C(C(=O)N)C=CC1)O